C[SiH](C)OCCCC(C(=C)C)=O methacryloylpropyl dimethylsilyl ether